2-((2-bromobenzyl)oxy)tetrahydro-2H-pyran BrC1=C(COC2OCCCC2)C=CC=C1